N1N=NC2=C1C=C(C=C2)C=2N=CC(=NC2C2CC2)N2CCC1(CC2)[C@@H](C2=CC(=CC=C2C1)OC1CCOCC1)N (S)-1'-(5-(1H-benzo[d][1,2,3]triazol-6-yl)-6-cyclopropylpyrazin-2-yl)-6-((tetrahydro-2H-pyran-4-yl)oxy)-1,3-dihydrospiro[indene-2,4'-piperidin]-1-amine